COC([C@@H](N(C(COC)=O)C1=C(C=CC=C1C)C)C)=O N-(2,6-dimethylphenyl)-N-(methoxyacetyl)-alanine methyl ester